Tert-Butyl 4-(2-ethenyl-3-fluorophenoxy)-5H,6H,7H,8H-pyrido[3,4-d]pyrimidine-7-carboxylate C(=C)C1=C(OC=2C3=C(N=CN2)CN(CC3)C(=O)OC(C)(C)C)C=CC=C1F